bis(2,4,6-trichlorophenyl) oxalate C(C(=O)OC1=C(C=C(C=C1Cl)Cl)Cl)(=O)OC1=C(C=C(C=C1Cl)Cl)Cl